C(C)OC1=NC=CC=C1C1=CC(=C2C(=N1)C(=NN2C(C)C)C)NCC=2N(N=CN2)C 5-(2-ethoxy-3-pyridyl)-1-isopropyl-3-methyl-N-[(2-methyl-1,2,4-triazol-3-yl)methyl]pyrazolo[4,3-b]pyridin-7-amine